N[C@H]1CCC2=CC(=CC=C12)N1C(=NC=2C1=NC(=CC2)C2=NOC(=N2)C)C=2C(=NC=CC2)N (S)-3-(3-(1-amino-2,3-dihydro-1H-inden-5-yl)-5-(5-methyl-1,2,4-oxadiazol-3-yl)-3H-imidazo[4,5-b]pyridin-2-yl)pyridin-2-amine